FC(C1=C(C(=O)NNC(=O)C2[C@H]3CN(C[C@@H]23)C(=O)OC(C)(C)C)C=CC=N1)(F)F tert-butyl (1R,5S,6r)-6-(2-(2-(trifluoromethyl)nicotinoyl)hydrazine-1-carbonyl)-3-azabicyclo[3.1.0]hexane-3-carboxylate